lauryl ether thiodipropionate S(CCC(=O)O)CCC(=O)O.C(CCCCCCCCCCC)OCCCCCCCCCCCC